C(=O)C1=C(C(=O)N)C(=CC=C1)O 2-FORMYL-6-HYDROXYBENZAMIDE